FC(COC1=NC(=NN2C1=C(C=C2)C=2C=C1C=CC=NC1=CC2)NC21CCC(CC2)(C1)O)F 4-((4-(2,2-difluoroethoxy)-5-(quinolin-6-yl)pyrrolo[2,1-f][1,2,4]triazin-2-yl)amino)bicyclo[2.2.1]heptan-1-ol